(2-(7H-pyrrolo[2,3-d]pyrimidin-4-yl)pyrimidin-4-yl)amino-2-methylbutanenitrile N1=CN=C(C2=C1NC=C2)C2=NC=CC(=N2)NC(C#N)(CC)C